(S)-quinuclidin-3-yl (7'-(2-fluorophenyl)-3',4'-dihydro-1'H-spiro[cyclopropane-1,2'-naphthalen]-1'-yl)carbamate FC1=C(C=CC=C1)C1=CC=C2CCC3(C(C2=C1)NC(O[C@@H]1CN2CCC1CC2)=O)CC3